Cl.Cl.Cl.NN=CC1=CC=C(C=C1)C=1N=C(SC1)N(C1=CCN(C=C1)C=C=O)CCC(=O)O 3-[N-{4-[4-(aminoiminomethyl)phenyl]-1,3-thiazol-2-yl}-N-(1-carbonylmethylpyridin-4-yl)amino]propionic acid, trihydrochloride